3-chloro-N-(8,9-difluoro-6-oxo-1,4,5,6-tetrahydro-2H-pyrano[3,4-c]isoquinolin-1-yl)-4-fluoro-N-methylbenzenesulfonamide ClC=1C=C(C=CC1F)S(=O)(=O)N(C)C1COCC=2NC(C=3C=C(C(=CC3C21)F)F)=O